BrC1=C(C(=C(OC2=NC=CC=C2C2=NC(=NC=C2)N[C@@H]2CN(CCC2)C(=O)OC(C)(C)C)C=C1)F)Cl tert-Butyl (3S)-3-((4-(2-(4-bromo-3-chloro-2-fluoro-phenoxy)-3-pyridyl)pyrimidin-2-yl)amino)piperidine-1-carboxylate